C(CCC)C1NS(C2=C(N(C1)C1=CC=CC=C1)C=C(C(=C2)O/C=C/C(=O)O)SCC)(=O)=O (E)-3-((3-butyl-7-(ethylsulfanyl)-1,1-dioxido-5-phenyl-2,3,4,5-tetrahydro-1,2,5-benzothiadiazepin-8-yl)oxy)acrylic acid